N-[4-[[[6-[cyclopropyl-[[4-(trifluoromethyl)phenyl]methyl]amino]-5-fluoro-pyrimidin-4-yl]amino]methyl]cyclohexyl]-2,2,2-trifluoro-ethanesulfonamide C1(CC1)N(C1=C(C(=NC=N1)NCC1CCC(CC1)NS(=O)(=O)CC(F)(F)F)F)CC1=CC=C(C=C1)C(F)(F)F